C(C)(=O)N1CCN(CC1)C=1C=C2CCN(CC2=CC1)CS(=O)(=O)N(C)CC1=CC(=CC=C1)C 6-(4-acetylpiperazin-1-yl)-N-(3-methyl-benzyl)-N-methyl-3,4-dihydroisoquinoline-2(1H)-methanesulfonamide